CS(=O)(=O)C=1N=CC2=C(N1)N(C(C=C2C#C[Si](C(C)C)(C(C)C)C(C)C)=O)C2CC(NC2)=O 4-{2-methanesulfonyl-7-oxo-5-[2-(triisopropylsilyl)ethynyl]pyrido[2,3-d]pyrimidin-8-yl}pyrrolidin-2-one